FC=1C(N(C=C(C1C)CCN1CC(C1)F)C(C(=O)O)CC(C)C)=O (3-fluoro-5-(2-(3-fluoroazetidin-1-yl)ethyl)-4-methyl-2-oxopyridin-1(2H)-yl)-4-methylpentanoic acid